[Cl-].C(CCCCCCCCCCCCCCCC)[N+](C)(C)C Heptadecyl-trimethyl-ammonium chloride